FC1=CC=C(C=C1)C1=C(N=C(N1)C1=CC=C(C=C1)S(=O)(=O)C)C1=CC=NC=C1 4-[5-(4-fluorophenyl)-2-[4-(methylsulfonyl)phenyl]-1H-imidazol-4-yl]pyridine